S([C@@H]1[C@H](O)[C@@H](O)[C@@H](O)[C@H](O1)CO)C(C)C Isopropyl R-D-1-thiogalactopyranoside